3-Methyl-4-oxo-4,5,6,7-tetrahydro-1-benzofuran-2-carboxylic acid methyl ester COC(=O)C=1OC2=C(C1C)C(CCC2)=O